7-(2-((3aR,3bR,4aS,5R,5aS)-5-(4-amino-7H-pyrrolo[2,3-d]pyrimidin-7-yl)-2,2-dimethyltetrahydrocyclopropa[3,4]cyclopenta[1,2-d][1,3]dioxol-3b(3aH)-yl)ethyl)-3-fluoroquinolin-2-amine NC=1C2=C(N=CN1)N(C=C2)[C@@H]2[C@@H]1[C@]([C@@H]3[C@H]2OC(O3)(C)C)(C1)CCC1=CC=C3C=C(C(=NC3=C1)N)F